FC1=C(\C=N/O)C(=CC(=C1)C=1C2=CN(N=C2C=CC1)C([2H])([2H])[2H])F (Z)-2,6-difluoro-4-(2-(methyl-d3)-2H-indazol-4-yl)benzaldehyde oxime